FC1=C(C#N)C=C(C=C1)SC1=C(C(=C(C=C1F)[N+](=O)[O-])F)F 2-fluoro-5-(2,3,6-trifluoro-4-nitro-phenyl)sulfanyl-benzonitrile